3-[[4-[(2R)-2-[[6-[Cyclobutyl(methyl)amino]pyrazin-2-yl]methylamino]-4,4-dimethyl-pentoxy]-6-(2,6-dimethylphenyl)pyrimidin-2-yl]sulfamoyl]benzoic acid C1(CCC1)N(C1=CN=CC(=N1)CN[C@@H](COC1=NC(=NC(=C1)C1=C(C=CC=C1C)C)NS(=O)(=O)C=1C=C(C(=O)O)C=CC1)CC(C)(C)C)C